N[C@@H](C(=O)O)CC1CCCC1 (2R)-2-amino-3-cyclopentyl-propanoic acid